N-(3,5-Dichlorophenyl)-N1-(4-ethylphenyl)-6-morpholin-4-yl-[1,3,5]triazine-2,4-diamine ClC=1C=C(C=C(C1)Cl)NC1N(C(=NC(=N1)N)N1CCOCC1)C1=CC=C(C=C1)CC